6-bromo-7-methoxy-1-(4-methoxybenzyl)-4,4-dimethyl-1,2,3,4-tetrahydroquinoline BrC=1C=C2C(CCN(C2=CC1OC)CC1=CC=C(C=C1)OC)(C)C